[Pd+2].C(C=C)OS(=O)(=O)C(F)(F)F (allyl)-trifluoromethanesulfonate palladium (II)